5-[4-[4-[(tert-butoxycarbonylamino)methyl]-3-methyl-phenyl]pyrrolo[2,1-f][1,2,4]triazin-6-yl]pent-4-ynyl acetate C(C)(=O)OCCCC#CC=1C=C2C(=NC=NN2C1)C1=CC(=C(C=C1)CNC(=O)OC(C)(C)C)C